2-((2,3-dihydrobenzo[b][1,4]dioxin-6-yl)methyl)butan-1-amine O1C2=C(OCC1)C=C(C=C2)CC(CN)CC